(1-methyl-1H-benzo[d]imidazol-5-yl)methanone CN1C=NC2=C1C=CC(=C2)C=O